methyl 3-[[(3R,4S)-4-(methylcarbamoyl)tetrahydrofuran-3-yl]amino]-4-nitro-benzoate CNC(=O)[C@H]1[C@H](COC1)NC=1C=C(C(=O)OC)C=CC1[N+](=O)[O-]